gold(I) tetrafluoroborate F[B-](F)(F)F.[Au+]